FC(F)\C(=C(/C)\S(=O)(=O)O)\C1=CC=CC=C1.FC(F)OS(=O)(=O)C(=CC1=CC=CC=C1)C (trans)-1-phenylpropene-2-sulfonic acid difluoromethyl ester (Difluoromethyl (E)-1-phenylprop-1-ene-2-sulfonate)